Ethyl 2-(2-chloro-4-((5-oxo-4-(4-(trifluoromethyl) phenyl)-4,5-dihydro-1H-1,2,4-triazol-1-yl) methyl) phenoxy)-2-methylpropionate ClC1=C(OC(C(=O)OCC)(C)C)C=CC(=C1)CN1N=CN(C1=O)C1=CC=C(C=C1)C(F)(F)F